N-[(1R,3S)-3-{[6-chloro-2-(trifluoromethyl)quinolin-4-yl]amino}cyclohexyl]-1,3-diethyl-1H-pyrazole-5-carboxamide ClC=1C=C2C(=CC(=NC2=CC1)C(F)(F)F)N[C@@H]1C[C@@H](CCC1)NC(=O)C1=CC(=NN1CC)CC